CN1[C@@H]2CN([C@H](C1)C2)C2=CC(=C1CN(C(C1=C2)=O)C2=CC(=CC=C2)[C@@](C(C2=NN=CN2C)(F)F)(C)F)C(F)(F)F 6-((1S,4S)-5-Methyl-2,5-diazabicyclo[2.2.1]heptan-2-yl)-2-(3-((R)-1,1,2-trifluoro-1-(4-methyl-4H-1,2,4-triazol-3-yl)propan-2-yl)phenyl)-4-(trifluoromethyl)-isoindolin-1-one